FC1=CC2=CC=CC=C2C=2C1(OCC2)C=2C=C(C=CC2)C 4-fluoro-3a-(m-tolyl)naphtho[2,1-b]Furan